1-[2-Chloro-6-[5-[(6-methylpyridazin-3-yl)amino]benzimidazol-1-yl]-3-pyridinyl]ethanone ClC1=NC(=CC=C1C(C)=O)N1C=NC2=C1C=CC(=C2)NC=2N=NC(=CC2)C